C12(CC3CC(CC(C1)C3)C2)NCCCCCCCNC2=C3CN(C(C3=CC=C2F)=O)C2C(NC(CC2)=O)=O 3-(4-((7-((adamantan-1-yl)amino)heptyl)amino)-5-fluoro-1-oxoisoindolin-2-yl)piperidine-2,6-dione